trans-2-methoxycyclopropan-1-amine CO[C@H]1[C@@H](C1)N